N-(2-(4,4-difluoropiperidin-1-yl)pyrimidin-4-yl)-1-(2-hydroxyethyl)-4-(6-azaspiro[2.5]octan-6-yl)-1H-indazole-5-carboxamide FC1(CCN(CC1)C1=NC=CC(=N1)NC(=O)C=1C(=C2C=NN(C2=CC1)CCO)N1CCC2(CC2)CC1)F